7-(5,7-dihydro-6H-pyrrolo[3,4-b]pyridin-6-yl)-6-fluoro-1-(5-methoxypyrazin-2-yl)-4-oxo-1,4-dihydro-1,8-naphthyridine-3-carboxylic acid N1=C2C(=CC=C1)CN(C2)C2=C(C=C1C(C(=CN(C1=N2)C2=NC=C(N=C2)OC)C(=O)O)=O)F